FC1=C(C(=C2C=CNC2=C1F)S(=O)(=N)C)OC=1C=CC(=C(C#N)C1)F 5-[[6,7-Difluoro-4-(methylsulfonimidoyl)-1H-indol-5-yl]oxy]-2-fluoro-benzonitrile